C(C)(C)(C)OOC(C(=O)[O-])C(CC(C)(C)C)C tertiary butylperoxy-3,5,5-trimethylhexanoate